C(C1=CC=CC=C1)NC(C1=C(C=CC(=C1)S(NC)(=O)=O)F)=O N-Benzyl-2-fluoro-5-(methylsulfamoyl)benzamide